7-Chloro-5-(3-(4-fluorophenyl)azetidin-1-yl)-2,3-dihydrothieno[3,2-b]pyridine-1-oxide ClC1=C2C(=NC(=C1)N1CC(C1)C1=CC=C(C=C1)F)CCS2=O